FC1=C(C=CC=2[C@@H](N(C(OC21)=O)CC2=C(C(=CC=C2)NS(NC)(=O)=O)F)C)OC2=NC=CC=N2 (S)-8-fluoro-3-({2-fluoro-3-[(methylsulfamoyl)amino]phenyl}methyl)-4-methyl-7-(pyrimidin-2-yloxy)-3,4-dihydro-2H-1,3-benzoxazin-2-one